Cl.Cl.N[C@H](CC1=C(C=2N=C(N=C(C2S1)NCC1=CN=CS1)Cl)C)C 6-[(2S)-2-aminopropyl]-2-chloro-7-methyl-N-[(1,3-thiazol-5-yl)methyl]thieno[3,2-d]pyrimidin-4-amine dihydrochloride